ClC1=C(C=C(C=C1)C1=CN(C2=NC(=CC=C21)C(=O)N2C(CN(CC2)C2=NC(=C(C(=O)O)C(=C2)C)C)(C)C)CC2=NC(=CC=C2)OC)F 6-(4-(3-(4-chloro-3-fluorophenyl)-1-((6-methoxypyridin-2-yl)methyl)-1H-pyrrolo[2,3-b]pyridine-6-carbonyl)-3,3-dimethylpiperazin-1-yl)-2,4-dimethylnicotinic acid